5-(4-hydroxybenzylidene)-2-phenyl-1,3-dioxane-4,6-dione OC1=CC=C(C=C2C(OC(OC2=O)C2=CC=CC=C2)=O)C=C1